Se-(methyl)selenocysteine tert-butyl-2-(2-((tert-butoxycarbonyl)(methyl)amino)ethoxy)-6-chloro-3',6'-dihydro-[3,4'-bipyridine]-1'(2'H)-carboxylate C(C)(C)(C)C1=C(C(=NC(=C1)Cl)OCCN(C)C(=O)OC(C)(C)C)C=1CCN(CC1)C(=O)O.C[Se]C[C@H](N)C(=O)O